vinyl 1,4-cyclohexanedicarboxylate C1(CCC(CC1)C(=O)[O-])C(=O)OC=C